N-(3-pyridylmethyl)acetamide N1=CC(=CC=C1)CNC(C)=O